C(C)N1C=C(C2=C1N=CN=C2N)C#C[Si](C)(C)C 7-Ethyl-5-((trimethylsilyl)ethynyl)-7H-pyrrolo[2,3-d]pyrimidin-4-amine